BrC1=CC=CC=2SC(=C(C21)C#N)NC(OCC)=O ethyl (4-bromo-3-cyanobenzo[b]thiophene-2-yl)carbamate